(Z)-N-(5-((6-(3-(5-(tert-butyl)isoxazol-3-yl)ureido)-2-oxindole-3-ylidene)methyl)-2,4-dimethyl-1H-pyrrol-3-yl)piperidine-4-carboxamide hydrochloride salt Cl.C(C)(C)(C)C1=CC(=NO1)NC(NC1=CC=C2/C(/C(NC2=C1)=O)=C/C1=C(C(=C(N1)C)NC(=O)C1CCNCC1)C)=O